O1[C@@H](COCC1)COC1=NC(N2C(C3=CC=C(C=C3CC2)C#CCOCCF)=C1)=O 2-((S)-1-[1,4]Dioxan-2-ylmethoxy)-9-[3-(2-fluoro-ethoxy)-prop-1-ynyl]-6,7-dihydro-pyrimido[6,1-a]isoquinolin-4-one